CN1C(SC2=C1C=CC=C2)\C=C\C2=CC=C(C=C2)[N+](=O)[O-] (E)-3-methyl-2-(4-nitrostyryl)benzo[d]thiazole